5a-androstane-2,17β-diol C[C@@]12[C@H](CC[C@H]1[C@@H]1CC[C@H]3CCC(C[C@]3(C)[C@H]1CC2)O)O